N[C@H](C)CO (R)-alaninol